[O].CC1CCCCN1 6-methyl-piperidine oxygen